C[C@@H](C(=O)N[C@@H](CC1=CC=CC=C1)C(=O)N2CCC[C@H]2C(=O)NC3=CC4=CC=CC=C4C=C3)N The molecule is an N-(2-naphthyl)carboxamide obtained by formal condensation of the carboxy group of L-alanyl-L-phenylalanyl-L-proline with the amino group of 2-naphthylamine. It has a role as a chromogenic compound. It is a N-(2-naphthyl)carboxamide and a tripeptide.